C(C)(C)(C)C1=C(C(=CC(=C1)COC)C(C)(C)C)O 2,6-di-tert-butyl-4-methoxymethylphenol